1-(benzyloxy)but-3-yn-2-one C(C1=CC=CC=C1)OCC(C#C)=O